N-isobutyl-2-hydroxy-ethylamine C(C(C)C)NCCO